methyl 2-methoxy-6-(4,4,5,5-tetramethyl-1,3,2-dioxaborolan-2-yl)pyridine-4-carboxylate COC1=NC(=CC(=C1)C(=O)OC)B1OC(C(O1)(C)C)(C)C